(E)-3-(di(tert-butoxycarbonyl)amino)-6-(hydrazinomethyl)pyridine C(C)(C)(C)OC(=O)N(C=1C=NC(=CC1)CNN)C(=O)OC(C)(C)C